FC1=C(C=CC(=C1F)OC)C1=CN=C2N1C=CN=C2NC2=CC(=C(C(=O)NCC1CN(C1)C)C=C2)CC 4-[[3-(2,3-difluoro-4-methoxy-phenyl)imidazo[1,2-a]pyrazin-8-yl]amino]-2-ethyl-N-[(1-methylazetidin-3-yl)methyl]benzamide